(E)-4-(5-bromo-2-nitro-phenoxy)but-2-en-1-ol BrC=1C=CC(=C(OC/C=C/CO)C1)[N+](=O)[O-]